ClC1=C(C=CC(=N1)C1=CC(=NC=C1)C)OC[C@](CC(C)C)(N)C (S)-1-((6-chloro-2'-methyl-[2,4'-bipyridin]-5-yl)oxy)-2,4-dimethylpentan-2-amine